2-(2-(aminooxy)acetamido)-3-(4-hydroxyphenyl)propanamide NOCC(=O)NC(C(=O)N)CC1=CC=C(C=C1)O